tert-butyl (3R,4R)-4-[1-(2,6-dioxo-3-piperidyl)-3-ethyl-2-oxo-benzimidazol-5-yl]-3-fluoro-piperidine-1-carboxylate O=C1NC(CCC1N1C(N(C2=C1C=CC(=C2)[C@@H]2[C@H](CN(CC2)C(=O)OC(C)(C)C)F)CC)=O)=O